(S)-N-{1-[3-(3-chloro-4-cyanophenyl)-1H-pyrazol-1-yl]propan-2-yl}-2-methyl-1H-imidazole-4-carboxamide ClC=1C=C(C=CC1C#N)C1=NN(C=C1)C[C@H](C)NC(=O)C=1N=C(NC1)C